ClC1=CC=C(S1)CNC1=CC(=C(C=C1)NC(CC1=CC=C(C=C1)F)=O)I N-{4-[(5-Chloro-thiophen-2-ylmethyl)-amino]-2-iodophenyl}-2-(4-fluorophenyl)-acetamide